(bis-trifluoromethanesulfonyl-methyl)benzene FC(S(=O)(=O)C(S(=O)(=O)C(F)(F)F)C1=CC=CC=C1)(F)F